ClC=1C=C2N(CC(NC2=CC1)=O)CCCOC=1C=C2CCC(NC2=CC1)=O 6-chloro-4-(3-((2-oxo-1,2,3,4-tetrahydroquinolin-6-yl)oxy)propyl)-3,4-dihydroquinoxalin-2(1H)-one